N[C@H]1CN(CCC1)C=1N(C(N(C(C1)=O)CC=1C=C(C(=O)NCCC2=CC(=CC=C2)Br)C=CC1)=O)CC#CC (R)-3-((4-(3-aminopiperidin-1-yl)-3-(but-2-yn-1-yl)-2,6-dioxo-3,6-dihydropyrimidin-1(2H)-yl)methyl)-N-(3-bromophenyl-ethyl)benzamide